BrC1=C(C=C2CCN3C(C2=C1)=C(C=C3C(=O)N[C@](C(=O)OC)(CC(F)(F)F)C)CCC)OC methyl (S)-2-(9-bromo-8-methoxy-1-propyl-5,6-dihydropyrrolo[2,1-a]isoquinoline-3-carboxamido)-4,4,4-trifluoro-2-methylbutanoate